ClC=1C(=NC(=NC1)NC=1C=C(C(=CC1OC)N(C)CCN(C)C)N)C=1C=NN2C1C=CC=C2 N4-(5-Chloro-4-pyrazolo[1,5-a]pyridin-3-yl-pyrimidin-2-yl)-N1-(2-dimethylaminoethyl)-5-methoxy-N1-methylbenzene-1,2,4-triamine